N-(3-(4'-((1s,3s)-3-(benzyloxy)cyclobutoxy)-4,5,5',6'-tetrahydro-2H-spiro[furan-3,8'-pyrano[3,4-b]pyridin]-2'-yl)-1H-pyrrolo[2,3-c]pyridin-5-yl)acetamide C(C1=CC=CC=C1)OC1CC(C1)OC1=C2C(=NC(=C1)C1=CNC3=CN=C(C=C31)NC(C)=O)C3(OCC2)COCC3